S1C(=NC2=C1C=CC=C2)SCCCS(=O)(=O)O 3-(2-benzothiazolyl-mercapto)propanesulfonic acid